(4-bromo-3-(trifluoromethyl)phenyl)methanol BrC1=C(C=C(C=C1)CO)C(F)(F)F